CN(CCC1=C(C(=O)N)C=C(C(=C1F)N1S(NC(C1)=O)(=O)=O)O)C (2-(dimethylamino)ethyl)-4-(1,1-dioxido-4-oxo-1,2,5-thiadiazolidin-2-yl)-3-fluoro-5-hydroxybenzoamide